1-(2-hydroxyethyl)cyclohex-3-ene-1-carboxylate OCCC1(CC=CCC1)C(=O)[O-]